1-((4-(dimethylamino)phenyl)carbamoyl)-3-(5-nitronaphthalen-1-yl)-5,6-dihydroimidazo[1,5-a]Pyrazine-7(8H)-carboxylic acid tert-butyl ester C(C)(C)(C)OC(=O)N1CC=2N(CC1)C(=NC2C(NC2=CC=C(C=C2)N(C)C)=O)C2=CC=CC1=C(C=CC=C21)[N+](=O)[O-]